((S)-1-(Pyridin-4-yl)ethyl)-4-((R)-3-(3-(trifluoromethyl)phenoxy)pyrrolidin-1-yl)tetrahydro-2H-pyran-4-carboxamide, hydrochloride Cl.N1=CC=C(C=C1)[C@H](C)C1OCCC(C1)(C(=O)N)N1C[C@@H](CC1)OC1=CC(=CC=C1)C(F)(F)F